C12(CC3CC(CC(C1)C3)C2)C=2C(=CC(=C(C2)C(C)=O)OC)OC 1-(5-adamantan-1-yl-2,4-dimethoxyphenyl)-ethanone